BrC1=CC=C(C(=C)CCC)C=C1 4-bromo-α-propylstyrene